4-{6-[5-Bromo-4-(2-methylcarbamoyl-phenylamino)-pyrimidin-2-ylamino]-3,4-dihydro-1H-isoquinolin-2-yl}-4-oxo-butyric acid BrC=1C(=NC(=NC1)NC=1C=C2CCN(CC2=CC1)C(CCC(=O)O)=O)NC1=C(C=CC=C1)C(NC)=O